(32S,41S,49S)-32-amino-41-benzyl-49-cyclopropyl-26,33,36,39,42,45-hexaoxo-2,5,8,11,14,17,20,23,48-nonaoxa-27,34,37,40,43,46-hexaazapentacontan-50-oic acid N[C@@H](CCCCNC(CCOCCOCCOCCOCCOCCOCCOCCOC)=O)C(NCC(NCC(N[C@H](C(NCC(NCO[C@H](C(=O)O)C1CC1)=O)=O)CC1=CC=CC=C1)=O)=O)=O